5-Ethyl-2,2-dimethyl-1,3-dioxane-5-carboxylic acid C(C)C1(COC(OC1)(C)C)C(=O)O